N-(4-(benzyloxy)-3-methoxybenzyl)-O-methylhydroxylamine C(C1=CC=CC=C1)OC1=C(C=C(CNOC)C=C1)OC